2,4-dihydropyrane O1CCCC=C1